Toluene Di-Isocyanate [N-]=C=O.[N-]=C=O.CC1=CC=CC=C1